3-amino-1,2-benzisoxazole-6-carbonitrile NC1=NOC2=C1C=CC(=C2)C#N